CN1C(C(=CC(=C1)C1=C(C=CC(=C1)S(=O)(=O)C)NC1COCC1)C)=O 1,3-dimethyl-5-[5-methylsulfonyl-2-(oxolan-3-ylamino)phenyl]pyridin-2-one